C=C1C[C@H](N(C1)C(=O)OC(C)(C)C)C(=O)OC 1-(tert-butyl) 2-methyl (S)-4-methylenepyrrolidine-1,2-dicarboxylate